2-(cyclobutylmethyl)-N-(3-methylsulfonylphenyl)-4-(trifluoromethyl)pyrazole-3-carboxamide C1(CCC1)CN1N=CC(=C1C(=O)NC1=CC(=CC=C1)S(=O)(=O)C)C(F)(F)F